N-(3-(1H-pyrazol-1-yl)benzyl)-N-(3-methoxybenzyl)-2-((4-methylpiperazin-1-yl)methyl)pyridin-4-amine N1(N=CC=C1)C=1C=C(CN(C2=CC(=NC=C2)CN2CCN(CC2)C)CC2=CC(=CC=C2)OC)C=CC1